N1(N=CC=C1)C[C@H]1C[C@H](NC1)COC1(N2C(N(C(CC1)C2)OS(=O)(=O)O)=O)C(=O)N [(2S,4S)-4-(1H-pyrazol-1-ylmethyl)-pyrrolidin-2-yl]methyloxyl-7-oxo-6-(sulfooxy)-1,6-diazabicyclo[3.2.1]octane-2-carboxamide